BrC#N bromine cyanide